C(C)C1=NC(=CC=C1NC1=NC=C(C(=N1)C1=CC=2S(CCOC(C2S1)C)(=O)=O)C(F)(F)F)N1CCNCC1 7-(2-((2-ethyl-6-(piperazin-1-yl)pyridin-3-yl)amino)-5-(trifluoromethyl)pyrimidin-4-yl)-5-methyl-2,3-dihydro-5H-thieno[3,2-e][1,4]oxathiepine 1,1-dioxide